2-Chloro-N-(3-chloro-4-(4-chlorophenoxy)phenyl)acetamide methyl-6-(((1-methylcyclopropyl)amino)methyl)imidazo[1,2-a]pyridine-8-carboxylate COC(=O)C=1C=2N(C=C(C1)CNC1(CC1)C)C=CN2.ClCC(=O)NC2=CC(=C(C=C2)OC2=CC=C(C=C2)Cl)Cl